ClC1=CC=2C(=NN(N2)C2=C(C(=CC(=C2)C(C)(C)CC)C(C)(C)CC)O)C=C1 2-[5-chloro-(2H)-benzotriazol-2-yl]-4,6-di(tert-amyl)phenol